BrC1=CC(=C(C=C1)[C@H]1N(CC[C@@H](C1)OCC)C(=O)OCC1=CC=CC=C1)OCOCC[Si](C)(C)C benzyl (2s,4s)-2-(4-bromo-2-((2-(trimethylsilyl) ethoxy) methoxy) phenyl)-4-ethoxypiperidine-1-carboxylate